5-fluoro-N-isopropyl-N-methyl-2-((4-(7-(3-(2-oxooxazolidin-3-yl)benzyl)-2,7-diazaspiro[4.4]nonan-2-yl)pyrimidin-5-yl)oxy)benzamide FC=1C=CC(=C(C(=O)N(C)C(C)C)C1)OC=1C(=NC=NC1)N1CC2(CC1)CN(CC2)CC2=CC(=CC=C2)N2C(OCC2)=O